ClC1=C(C(=O)N[C@@H](CC(=O)O)C(=O)O)C=C(C=C1)NCC=1C(=C2C(=NC(=NC2=CC1)N)N)C N-[2-chloro-5-[[(2,4-diamino-5-methyl-6-quinazolinyl)methyl]amino]benzoyl]L-aspartic acid